2-(2-(8-chloro-2,3-dihydrobenzo[b][1,4]dioxin-6-yl)-6-methyl-3-oxo-2,3-dihydropyridazine-4-carbonyl)cyclohexane-1,3-dione ClC1=CC(=CC2=C1OCCO2)N2N=C(C=C(C2=O)C(=O)C2C(CCCC2=O)=O)C